benzyl 2-((tert-butoxycarbonyl)(3-((tert-butoxycarbonyl)amino) propyl)amino)hex-5-enoate C(C)(C)(C)OC(=O)N(C(C(=O)OCC1=CC=CC=C1)CCC=C)CCCNC(=O)OC(C)(C)C